2,4,6-trimethyl-benzenesulfonate CC1=C(C(=CC(=C1)C)C)S(=O)(=O)[O-]